2-(4,4-dimethyl-4,5-dihydro-1H-imidazol-2-yl)-5-(morpholin-4-yl)pyridin-3-amine CC1(N=C(NC1)C1=NC=C(C=C1N)N1CCOCC1)C